CN(C1CCN(CC1)C(C)C=1N2C=C(C=C2C=C(C1C)C(=O)NCC=1C(NC(=CC1OC)C)=O)C1=CN=CN1C)C 5-(1-(4-(dimethylamino)piperidin-1-yl)ethyl)-N-((4-methoxy-6-methyl-2-oxo-1,2-dihydropyridin-3-yl)methyl)-6-methyl-2-(1-methyl-1H-imidazol-5-yl)indolizine-7-carboxamide